4-(2-amino-2-methylpropionyl)-N-(1-(6-(((1S,3S)-3-aminocyclopentyl)amino)-5,6,7,8-tetrahydronaphthalen-2-yl)-2-oxo-1,2-dihydropyrimidin-4-yl)piperazine-1-carboxamide hydrochloride Cl.NC(C(=O)N1CCN(CC1)C(=O)NC1=NC(N(C=C1)C1=CC=2CCC(CC2C=C1)N[C@@H]1C[C@H](CC1)N)=O)(C)C